(S)-3-(cis-3-((5,6,7,8-tetrahydro-1,8-naphthyridin-2-yl)methyl)-cyclobutane-1-carboxamido)-2-((2,4,6-trimethylphenyl)sulphonamido)propanoic acid N1=C(C=CC=2CCCNC12)C[C@H]1C[C@H](C1)C(=O)NC[C@@H](C(=O)O)NS(=O)(=O)C1=C(C=C(C=C1C)C)C